ClC1=CC=C(COC2=C(C=C(C=C2)/C=C/C=O)OC)C=C1 (E)-3-(4-((4-chlorobenzyl)oxy)-3-methoxyphenyl)acrolein